COC1=NC=2CNCCC2C=C1 2-methoxy-5,6,7,8-tetrahydro-1,7-naphthyridine